2-(4-aminobutyl)-3,4-dihydronaphthalen-1(2H)-one NCCCCC1C(C2=CC=CC=C2CC1)=O